FC=1C=C2C(=CNC2=CC1)C1C(NC(C1)=O)=O 3-(5-fluoro-1H-indol-3-yl)-2,5-pyrrolidinedione